N-ethyl-N-methyl-4-(5-(7-(1-methyl-1H-pyrazol-4-yl)quinolin-5-yl)pyridin-2-yl)piperazine-1-carboxamide C(C)N(C(=O)N1CCN(CC1)C1=NC=C(C=C1)C1=C2C=CC=NC2=CC(=C1)C=1C=NN(C1)C)C